NC1=NN2C(C=CC(=C2)C=2C=C(C(=NC2)C)NC(=O)N2OCC[C@H]2C2=CC(=CC=C2)Cl)=N1 (S)-N-(5-(2-amino-[1,2,4]triazolo[1,5-a]pyridin-6-yl)-2-methylpyridin-3-yl)-3-(3-chlorophenyl)isooxazolidine-2-carboxamide